(3-(hydroxy(phenyl)methyl)bicyclo[1.1.1]pent-1-yl)methanone OC(C12CC(C1)(C2)C=O)C2=CC=CC=C2